Cl.C(CCCC)C=1C(=NC=CC1)C(=O)NC1=NC=CC=C1 3-pentyl-N-(pyridin-2-yl)picolinamide hydrogen chloride